FC(C(C(=O)OC(C)(C)C)(C(=O)OC)CC)F O1-tert-butyl O3-methyl 2-(difluoromethyl)-2-ethyl-malonate